O=S1(CCN(CC1)C(=O)C=1C=CC(=NC1N1CC(CC1)C(C)C)C1(CC1)C(=O)N)=O [5-(1,1-dioxo-1,4-thiazinan-4-carbonyl)-6-(3-prop-2-ylpyrrolidin-1-yl)pyridin-2-yl]cyclopropanecarboxamide